NC[C@@]12[C@@H]([C@@H]([C@H](C(OC1)O2)N2C(C=CC=C2)=O)O)O 1-((1S,2R,3R,4R)-1-(Aminomethyl)-2,3-dihydroxy-6,8-dioxabicyclo[3.2.1]octan-4-yl)pyridin-2(1H)-one